C(CCCC)OC1=NC=CC2=CC(=CC=C12)C(C(=O)N)=C (1-(pentyloxy)isoquinolin-6-yl)acrylamide